tert-butyl 2-(6-((1-acetyl-1H-pyrazol-3-yl)oxy)-2-(3-(3-ethoxy-2-methyl-3-oxopropyl)phenyl)-2,5,5-trimethylhexanoyl)-1-methylhydrazine-1-carboxylate C(C)(=O)N1N=C(C=C1)OCC(CCC(C(=O)NN(C(=O)OC(C)(C)C)C)(C)C1=CC(=CC=C1)CC(C(=O)OCC)C)(C)C